2-(4-bromo-2,6-dimethylphenyl)-6-(pyrimidine-4-yl)-2,5-dihydro-4H-pyrazolo[3,4-d]pyrimidin-4-one BrC1=CC(=C(C(=C1)C)N1N=C2N=C(NC(C2=C1)=O)C1=NC=NC=C1)C